1-(2-Hydroxyphenyl)-4-(2-nitrophenyl)-1,2,3,6-tetrahydropyrimidin-2-one OC1=C(C=CC=C1)N1C(NC(=CC1)C1=C(C=CC=C1)[N+](=O)[O-])=O